NC1=C2C(=C3C(=N1)C=C(N3)C(=O)N(C(CC)CC)CC3=NC=C(C=C3F)N3CCOCC3)COC2 5-amino-N-((3-fluoro-5-morpholinopyridin-2-yl)methyl)-N-(pentan-3-yl)-6,8-dihydro-1H-furo[3,4-d]pyrrolo[3,2-b]pyridine-2-carboxamide